BrC(C=O)=C 2-bromo-acrolein